(Z)-1-(5-chloro-4-methyl-2-(trifluoromethyl)pyridin-3-yl)-3-fluoro-4-(7-fluoro-1H-indazol-6-yl)but-3-en-2-one ClC=1C(=C(C(=NC1)C(F)(F)F)CC(/C(=C/C1=CC=C2C=NNC2=C1F)/F)=O)C